3-Amino-3-[(4-ethoxybutan-2-yl)carbamoyl]propanoic acid NC(CC(=O)O)C(NC(C)CCOCC)=O